C(C1=CC=CC=C1)(=O)O[C@H](C(=O)O)[C@@H](C(=O)O)OC(C1=CC=CC=C1)=O (2S,3S)-2,3-bis(benzoyloxy)succinic acid